COC1=CC=C(C(=O)OC(C(=O)C2=CC=C(C=C2)OC)C(C2=C(C=C(C=C2OC)OCC2=CC=CC=C2)O)=O)C=C1 [1-(4-benzyloxy-2-hydroxy-6-methoxy-benzoyl)-2-(4-methoxyphenyl)-2-oxo-ethyl] 4-methoxybenzoate